C(C)(C)(C)CN(C(O)=O)C=1C(=NC=C(C1)C(F)(F)F)NC1=NC(=NS1)C1=NC=CC=C1.C(=CCCO)O 1,4-butanenediol tert-Butylmethyl(2-((3-(pyridin-2-yl)-1,2,4-thiadiazol-5-yl)amino)-5-(trifluoromethyl)pyridin-3-yl)carbamate